7-bromo-1-methyl-2-oxo-4-{4-[4-(trifluoromethoxy)phenoxy]-piperidin-1-yl}-1,2-dihydroquinoline-3-carbonitrile BrC1=CC=C2C(=C(C(N(C2=C1)C)=O)C#N)N1CCC(CC1)OC1=CC=C(C=C1)OC(F)(F)F